COC1=NC(=NC=C1)NC(CC)=O N-(4-methoxy-pyrimidin-2-yl)-propionamide